N-[(1-carbamimidoylpiperidin-4-yl)methyl]-4-[[3-(2,3-difluoro-4-methoxyphenyl)imidazo[1,2-a]pyrazin-8-yl]amino]-2-methylbenzamide C(N)(=N)N1CCC(CC1)CNC(C1=C(C=C(C=C1)NC=1C=2N(C=CN1)C(=CN2)C2=C(C(=C(C=C2)OC)F)F)C)=O